ClC1=CC(=C(C(=C1)C)NC(=O)C1=CC(=NN1C1=NC=C(C=C1Cl)Cl)OC1COCCO1)C(NC(C)C)=O N-(4-chloro-2-(isopropylcarbamoyl)-6-methylphenyl)-1-(3,5-dichloropyridin-2-yl)-3-((dioxan-3-yl)oxy)-1H-pyrazole-5-carboxamide